C(C)(C)(C)OC(=O)N1CCC(CC1)C=1C=CC(=NC1)C(=O)O 5-(1-(tert-Butoxycarbonyl)piperidin-4-yl)picolinic acid